[4-(azidomethyl)phenyl]methaneamine N(=[N+]=[N-])CC1=CC=C(C=C1)CN